(4aR,8aS)-6-((3R)-4-(5-(1,1-Difluoroethyl)pyridin-2-yl)-3-methylpiperidine-1-carbonyl)hexahydro-2H-pyrido[4,3-b][1,4]oxazin-3(4H)-one FC(C)(F)C=1C=CC(=NC1)C1[C@H](CN(CC1)C(=O)N1C[C@@H]2[C@@H](OCC(N2)=O)CC1)C